6-oxa-3-azabicyclo[3.2.0]heptane-2,3-dicarboxylate C12C(N(CC2OC1)C(=O)[O-])C(=O)[O-]